3-[4-(5-cyclopropylcarbamoyl-4-fluoro-2-methyl-phenyl)-pyrazol-1-yl]-imidazo[1,2-a]pyridine-6-carboxylic acid (2-hydroxy-ethyl)-amide OCCNC(=O)C=1C=CC=2N(C1)C(=CN2)N2N=CC(=C2)C2=C(C=C(C(=C2)C(NC2CC2)=O)F)C